O(O)O.[Cu].[Ni] nickel-copper oxyhydroxide